C(C1=CC=CC=C1)N1C(C=CC(=C1)O)=O 1-benzyl-5-hydroxy-pyridine-2(1H)-one